tert-Butyl N-[[2-(trifluoromethyl)tetrahydropyran-4-ylidene]amino]carbamate FC(C1OCCC(C1)=NNC(OC(C)(C)C)=O)(F)F